C(C)OC=1C(=CC2=C(C(=NO2)NS(=O)(=O)C2=C(C=CC(=C2)CC)OC)C1)CN1N=CC(=C1)CNC(OC)=O methyl ((1-((5-ethoxy-3-((5-ethyl-2-methoxyphenyl)sulfonamido)benzo[d]isoxazol-6-yl)methyl)-1H-pyrazol-4-yl)methyl)carbamate